C(C)(C)(C)OC(=O)N[C@H](C(=O)N[C@H](C(=O)NC1=CC=C(COC(=O)N(CC(=O)O)C)C=C1)C)C N-(((4-((S)-2-((S)-2-((tert-butoxycarbonyl)amino)propanamido)propanamido)benzyl)oxy)carbonyl)-N-methylglycine